(2S,3S,4R,5R)-2-((R)-2-chloro-4,6-dihydrothieno[2,3-c]furan-4-yl)-5-(4-methyl-7H-pyrrolo[2,3-d]pyrimidin-7-yl)tetrahydrofuran-3,4-diol ClC1=CC2=C(CO[C@H]2[C@H]2O[C@H]([C@@H]([C@@H]2O)O)N2C=CC3=C2N=CN=C3C)S1